2-[6-[(2-hydroxy-1-methyl-ethyl)amino]-4-[1-[(4-methyl-1,2,4-triazol-3-yl)sulfanyl]ethyl]-2-pyridyl]-4-(trifluoromethyl)isoindolin-1-one OCC(C)NC1=CC(=CC(=N1)N1C(C2=CC=CC(=C2C1)C(F)(F)F)=O)C(C)SC1=NN=CN1C